CC(C)[C@H]1CN(CCN1)C1=CC=C(N=N1)C1=NC=C(C=C1O)C=1C=NNC1 2-{6-[(3S)-3-(propan-2-yl)piperazin-1-yl]pyridazin-3-yl}-5-(1H-pyrazol-4-yl)pyridin-3-ol